4-(2-amino-5-fluoronicotinoyl)-5-bromopyrimidine NC1=C(C(=O)C2=NC=NC=C2Br)C=C(C=N1)F